C(C)(C)C1(CCC(CC1)C)SC[C@H](N)C(=O)OCC ethyl S-(1-isopropyl-4-methylcyclohexyl)cysteinate